ClC=1C(=C(C=CC1)[C@H]1[C@@H](N[C@H]([C@]1(C#N)C1=C(C=C(C=C1)Cl)F)CC(C)(C)C)C(=O)NC1=C(C=C(C=C1)C(NC)=O)OC)F (2R,3S,4R,5S)-3-(3-chloro-2-fluoro-phenyl)-4-(4-chloro-2-fluoro-phenyl)-4-cyano-5-(2,2-diMethylpropyl)-N-[2-methoxy-4-(methylcarbamoyl)phenyl]Pyrrolidine-2-carboxamide